2,2-dimethyl-4,11-dioxo-3-oxa-5,7,12-triazatetradec-5-en-14-oate CC(C)(OC(N=CNCCCC(NCC(=O)[O-])=O)=O)C